CN1N=CC(=C1)C=1N=C(C=2N(C1)N=CC2)OCC2[C@H]1CN(C[C@@H]21)C(C=C)=O 1-((1R,5S,6r)-6-(((6-(1-methyl-1H-pyrazol-4-yl)pyrazolo[1,5-a]pyrazin-4-yl)oxy)methyl)-3-azabicyclo[3.1.0]hexan-3-yl)prop-2-en-1-one